1-Methylbenzene-1,2-diamine CC1(C(C=CC=C1)N)N